N-benzyl-N-(1-butylpiperidin-4-yl)-5-methyl-1H-pyrazole-3-carboxamide C(C1=CC=CC=C1)N(C(=O)C1=NNC(=C1)C)C1CCN(CC1)CCCC